FC([C@H](N1C[C@@H]([C@H](C1)NC(=O)NCCCCCCCCCCC)OC)C1=CC=C(C(=O)OC)C=C1)(F)F |o1:2| methyl 4-((R*)-2,2,2-trifluoro-1-((3S,4S)-3-methoxy-4-(3-undecylureido)pyrrolidin-1-yl)ethyl)benzoate